CN1CCC2=C(CCC1)C=C(C=C2)NC(C)=O N-(3-methyl-1,2,3,4,5,6-hexahydrobenzo[d]azocin-8-yl)acetamide